N(=C=S)C1=CC=C(CC2N(CCN(CCN(CCN(C2)CC(=O)N)CC(=O)N)CC(=O)N)CC(=O)N)C=C1 2,2',2'',2'''-(2-(4-isothiocyanatobenzyl)-1,4,7,10-tetraazacyclododecane-1,4,7,10-tetrayl)tetraacetamide